FC=1C=C(C=CC1)[C@H](O)[C@@H]1N[C@H](CC1)CC1=CC=C(C=C1)OC (S)-(3-Fluorophenyl)((2R,5R)-5-(4-methoxybenzyl)pyrrolidin-2-yl)methanol